OC(=O)C(F)(F)F.FC1=CC(=C(C=C1)C1CCN(CC1)[C@H]1CC2(CNC2)CC1)OC(C)C (R)-6-(4-(4-fluoro-2-isopropoxyphenyl)piperidin-1-yl)-2-azaspiro[3.4]Octane TFA salt